1-(4-fluorophenyl)piperidin-4-amine FC1=CC=C(C=C1)N1CCC(CC1)N